ClC1=C(C(=O)NC2=NC=C(C=C2)N2N=C(C=C2C(F)(F)F)C=2OC(N(N2)C)=O)C(=CC=C1)F 2-chloro-6-fluoro-N-(5-(3-(4-methyl-5-oxo-4,5-dihydro-1,3,4-oxadiazol-2-yl)-5-(trifluoromethyl)-1H-pyrazol-1-yl)pyridin-2-yl)benzamide